C(C)OP(=O)(OCC)C(C(=O)OC(C)(C)C)C(C(N[C@@H](C)C1=CC=C(C=C1)C(F)(F)F)=O)C tert-butyl 2-(diethoxyphosphoryl)-3-methyl-4-oxo-4-(((S)-1-(4-(trifluoromethyl)phenyl)ethyl)amino)butanoate